3,6-dimethyl-4-isopropyl-1,2-phenylene dibenzoate 3,6-dimethyl-4-isopropyl-1,2-phenylenedibenzoate CC=1C(=C(C(=CC1C(C)C)C)C1=C(C(=O)O)C=CC=C1)C1=C(C(=O)O)C=CC=C1.C(C1=CC=CC=C1)(=O)OC1=C(C(=C(C=C1C)C(C)C)C)OC(C1=CC=CC=C1)=O